4-methoxy-N-[(1R,3S)-3-[[2-(trifluoromethyl)-1,3-benzoxazol-4-yl]amino]cyclohexyl]benzamide COC1=CC=C(C(=O)N[C@H]2C[C@H](CCC2)NC2=CC=CC3=C2N=C(O3)C(F)(F)F)C=C1